(3-chloro-4-fluorophenyl)(5-fluoro-6-(trifluoromethyl)pyridin-2-yl)methanamine ClC=1C=C(C=CC1F)C(N)C1=NC(=C(C=C1)F)C(F)(F)F